[Mn+2].[Si]([O-])([O-])([O-])[O-].[Fe+2].[Ni+2] nickel iron silicate manganese